(4-((6-fluoro-2-oxo-2,3-dihydro-1H-benzo[d]imidazol-1-yl)methyl)phenyl)acetic acid FC=1C=CC2=C(N(C(N2)=O)CC2=CC=C(C=C2)CC(=O)O)C1